ClC1=C(C(=NC(=N1)S(=O)(=O)C)NC1=CC=NC=C1)OC 6-chloro-5-methoxy-2-(methylsulfonyl)-N-(pyridin-4-yl)pyrimidin-4-amine